rac-N-(6-amino-5-methyl-3-pyridyl)-2-(2-isopropyl-1-piperidyl)-2-oxo-acetamide NC1=C(C=C(C=N1)NC(C(=O)N1[C@H](CCCC1)C(C)C)=O)C |r|